N1C(COCCC1)C(=O)O homomorpholine-3-formic acid